P(=O)([O-])(O)O.C(C(=O)O)(=O)O.C(C(=O)O)(=O)O.C(C(=O)O)(=O)O.[Li+] lithium tri(oxalate) phosphate